FC1=C2C=NNC2=CC=C1C1=C(N=C2N1C=C(N=C2)C2=CC(=C(C=C2)F)S(F)(F)(F)(F)F)C(F)(F)F 3-(4-Fluoro-1H-indazol-5-yl)-6-(4-fluoro-3-pentafluorosulfanyl-phenyl)-2-trifluoromethyl-imidazo[1,2-a]pyrazine